ClC=1C(=CC(=C(C1)NS(=O)(=O)C1=CNC(=C1)C1=C(C=C(C=C1F)F)F)F)C#N N-(5-chloro-4-cyano-2-fluorophenyl)-5-(2,4,6-trifluorophenyl)-1H-pyrrole-3-sulfonamide